(S)-(-)-N-(1-phenylethyl)maleimide 3-cyclopropylpropyl-4-methylbenzenesulfonate C1(CC1)CCCOS(=O)(=O)C1=CC=C(C=C1)C.C1(=CC=CC=C1)[C@H](C)N1C(C=CC1=O)=O